C(N)(=O)C1=C(C=CC=C1)N1CCCCC1 2-Carbamoylphenyl-Piperidine